OCC(=O)[C@@H](O)[C@H](O)[C@@H](O)C Rhamnulose